C(C1=CC=CC=C1)OC1=CNC=CC1=O 3-Benzyloxy-4-oxo-1,4-dihydropyridine